C(C=C)(=O)NC1=C(C=CC=C1)B(O)O acrylamidophenyl-boronic acid